CN(C1=CC=C(CCN)C=C1)C 4-(dimethylamino)phenethylamine